1-(8-cyano-quinolin-5-yl)-piperidine-4-carboxylic acid (1-cyclopropylmethyl-pyrrolidin-3-yl)-amide C1(CC1)CN1CC(CC1)NC(=O)C1CCN(CC1)C1=C2C=CC=NC2=C(C=C1)C#N